Cl.CC1C(C(CCC1)C)N 2,6-dimethylcyclohexan-1-amine hydrochloride